CC(C[C@@H](C(N[C@@H](C[C@H]1C(NCC1)=O)C(COC(F)(F)F)=O)=O)NC(C(=O)N)=O)C ((S)-4-methyl-1-oxo-1-(((S)-3-oxo-1-((S)-2-oxopyrrolidin-3-yl)-4-(trifluoromethoxy)butan-2-yl)amino)pentan-2-yl)oxalamide